BrCC1=C(C=C(C#N)C=C1F)F 4-(bromomethyl)-3,5-difluorobenzonitrile